4-((S)-4-Acryloyl-2-methylpiperazin-1-yl)-6-fluoro-7-(2-fluoro-6-hydroxyphenyl)-1-(2-Isopropyl-6-(isopropylsulfonyl)phenyl)pyrido[2,3-d]pyrimidin-2(1H)-one C(C=C)(=O)N1C[C@@H](N(CC1)C=1C2=C(N(C(N1)=O)C1=C(C=CC=C1S(=O)(=O)C(C)C)C(C)C)N=C(C(=C2)F)C2=C(C=CC=C2O)F)C